Cl.N[C@H]1[C@H](N(CC1)C(CC1=NC=C(C=C1C(F)(F)F)C(F)(F)F)=O)C1=C(C(=CC=C1)Cl)Cl 1-[(2R,3R)-3-Amino-2-(2,3-dichlorophenyl)pyrrolidin-1-yl]-2-[3,5-bis(trifluoromethyl)-2-pyridyl]ethanone hydrochloride